triethylenethiophosphoramide C1CN1P(=S)(N2CC2)N3CC3